ClC1=CC=C(C=C1)C1=CC(=CC=C1)C(COC=1C=C2CN(C(C2=CC1)=O)C1CCCC1)=O 4-Chloro-3'-(2-((2-cyclopentyl-1-oxoisoindolin-5-yl)oxy)acetyl)-[1,1'-biphenyl]